CC(C(=O)OC)(CC1=CC(=CC=C1)OC1CN(C1)C(=O)N1C[C@H](CC1)N1N=NN=C1)C Methyl 2,2-dimethyl-3-[3-[1-[(3S)-3-(tetrazol-1-yl)pyrrolidine-1-carbonyl] azetidin-3-yl]oxyphenyl]propanoate